The molecule is a member of the class of dibenzofurans that is 1,4,7,8-tetramethoxydibenzo[b,d]furan substituted by a 4-hydroxy-3-(3-methylbut-2-en-1-yl)phenyl substituent at position 3. It has been isolated from Aspergillus taichungensis. It has a role as an antineoplastic agent and an Aspergillus metabolite. It is an aromatic ether, a member of dibenzofurans and a member of phenols. CC(=CCC1=C(C=CC(=C1)C2=CC(=C3C4=CC(=C(C=C4OC3=C2OC)OC)OC)OC)O)C